NC1=NC=C(C2=C1C=NN2)NC(C(=O)N2[C@H](CC[C@@H](C2)C)C2=CC=C1C=CC(=NC1=C2)C2CCN(CC2)C)=O N-(4-amino-1H-pyrazolo[4,3-c]pyridin-7-yl)-2-((2R,5S)-5-methyl-2-(2-(1-methylpiperidin-4-yl)quinolin-7-yl)piperidin-1-yl)-2-oxoacetamide